NC=1C(=C(C=CC1)CC1=C(C(=NC=C1)N(C(OC(C)(C)C)=O)C(=O)OC(C)(C)C)F)C tertbutyl N-[4-[(3-amino-2-methyl-phenyl)methyl]-3-fluoro-2-pyridyl]-N-tert-butoxycarbonyl-carbamate